2,6-diisopropylphenol titanium [Ti].C(C)(C)C1=C(C(=CC=C1)C(C)C)O